6-(4-(((2-(2,6-dioxopiperidin-3-yl)-6-fluoro-1,3-dioxoisoindoline-5-yl)methyl)(Methyl)amino)piperidin-1-yl)-2-(4-phenoxyphenyl)nicotinamide O=C1NC(CCC1N1C(C2=CC(=C(C=C2C1=O)CN(C1CCN(CC1)C1=NC(=C(C(=O)N)C=C1)C1=CC=C(C=C1)OC1=CC=CC=C1)C)F)=O)=O